5-[4-amino-5-(trifluoromethyl)pyrrolo[2,1-f][1,2,4]triazin-7-yl]-N-[(3R,4S)-4-fluoro-1-(2-fluoro-2-methylpropanoyl)pyrrolidin-3-yl]-2-(deutero)methoxy-pyridine-3-carboxamide NC1=NC=NN2C1=C(C=C2C=2C=C(C(=NC2)OC[2H])C(=O)N[C@@H]2CN(C[C@@H]2F)C(C(C)(C)F)=O)C(F)(F)F